C1(=CC=CC=C1)C=1N=C2N(C=C(C=C2C2=CC=C(C=O)C=C2)C2=CC=C(C=O)C=C2)C1 4,4'-(2-phenylimidazo[1,2-a]pyridine-6,8-diyl)dibenzaldehyde